COC1=C(C(=CC=C1)C)C1=NC=C2C(=N1)N(N=C2)CC2=CC=C(C=C2)C=2N(C=C(N2)C(F)(F)F)C 6-(2-methoxy-6-methylphenyl)-1-(4-(1-methyl-4-(trifluoromethyl)-1H-imidazol-2-yl)benzyl)-1H-pyrazolo[3,4-d]pyrimidine